tert-butyl (R)-6-hydroxy-1,4-oxazepane-4-carboxylate O[C@@H]1CN(CCOC1)C(=O)OC(C)(C)C